3-(4-(5-methoxy-1H-indol-3-yl)furan-2-yl)-3-oxopropanoic acid methyl ester COC(CC(=O)C=1OC=C(C1)C1=CNC2=CC=C(C=C12)OC)=O